8-Iodo-2-(methylthio)pyrido[4,3-d]pyrimidin-5-amine IC1=CN=C(C2=C1N=C(N=C2)SC)N